C(C)(C)(C)OC(=O)N1C[C@@](OC2=C(C1)N=C(C=C2)O)(C)CC (R)-2-ethyl-7-hydroxy-2-methyl-2,3-dihydropyrido[2,3-f][1,4]oxazepine-4(5H)-carboxylic acid tert-butyl ester